[1-(3-Difluoromethyl-2-fluoro-phenyl)-ethyl]-[7-(3-oxa-8-aza-bicyclo[3.2.1]oct-8-yl)-3,4,8,9b-tetraaza-cyclopenta[a]naphthalen-5-yl]-amine FC(C=1C(=C(C=CC1)C(C)NC1=NC=2N(C3=CN=C(C=C13)N1C3COCC1CC3)C=CN2)F)F